C[C@@H]1N[C@@H](CNC1)C cis-2,6-dimethylpiperazine